C(CCCCCCCCCCCCC)C=1C(=C(C(=C(C1C(=O)O)C(=O)O)CCCCCCCCCCCCCC)C(=O)O)CCCCCCCCCCCCCC Tri-n-tetradecyl-trimellitic acid